C[C@H]1N([C@H](CN(C1)C1=NC=C(C=N1)C(F)(F)F)C)C(=O)NC1CC2(CN(C2)C([2H])([2H])C2=C(C(=C(C(=C2[2H])[2H])[2H])[2H])[2H])C1 (2R,6S)-2,6-dimethyl-N-{2-[(2H5)phenyl(2H2)methyl]-2-azaspiro[3.3]heptan-6-yl}-4-[5-(trifluoromethyl)pyrimidin-2-yl]piperazine-1-carboxamide